5-(3-fluoro-5-methoxyphenyl)-N4-(2-fluoro-5-nitrophenyl)-N2-(1-methyl-1H-pyrazol-4-yl)pyrimidine-2,4-diamine FC=1C=C(C=C(C1)OC)C=1C(=NC(=NC1)NC=1C=NN(C1)C)NC1=C(C=CC(=C1)[N+](=O)[O-])F